C(C)(=O)OCCC1CN(CC1)C1=C(C=C(C=C1F)C1=NC=C(C(=N1)OC1CCC1)F)F 1-[4-(4-Cyclobutoxy-5-fluoro-pyrimidin-2-yl)-2,6-difluoro-phenyl]-pyrrolidin-3-yl-Ethyl acetate